4-((2'S,3S,4'S,5'R)-1-(4-carboxybenzyl)-6-chloro-4'-(2,3-dichlorophenyl)-2'-neopentylspiro[indoline-3,3'-pyrrolidine]-5'-carboxamido)-3-methoxybenzoic acid C(=O)(O)C1=CC=C(CN2C[C@@]3([C@@H](N[C@H]([C@@H]3C3=C(C(=CC=C3)Cl)Cl)C(=O)NC3=C(C=C(C(=O)O)C=C3)OC)CC(C)(C)C)C3=CC=C(C=C23)Cl)C=C1